3-Methyl-5-phenyl-pentanol CC(CCO)CCC1=CC=CC=C1